ClC=1C(=CC2=C(OCCO2)C1)N(C(C)=O)C1=CC(=CC(=C1)OC)C#N 7-chloro-N-(3-cyano-5-methoxyphenyl)-N-(2,3-dihydrobenzo[b][1,4]dioxin-6-yl)acetamide